(R)-2-hydroxy-3-((S)-2-(4-phosphonophenyl)-2-(5-(trifluoromethyl)picolinamido)acetamido)-3,4-dihydro-2H-benzo[e][1,2]oxaborinine-8-carboxylic acid OB1OC2=C(C[C@@H]1NC([C@@H](NC(C1=NC=C(C=C1)C(F)(F)F)=O)C1=CC=C(C=C1)P(=O)(O)O)=O)C=CC=C2C(=O)O